N(CC(=O)NCCOCCOCCOCCNS(=O)(=O)C1=CC(=CC=C1)C1CN(CC2=C(C=C(C=C12)Cl)Cl)C)(CC(=O)NCCOCCOCCOCCNS(=O)(=O)C1=CC(=CC=C1)C1CN(CC2=C(C=C(C=C12)Cl)Cl)C)CC(=O)NCCOCCOCCOCCNS(=O)(=O)C1=CC(=CC=C1)C1CN(CC2=C(C=C(C=C12)Cl)Cl)C 2,2',2''-nitrilotris(N-(2-(2-(2-(2-(3-(6,8-dichloro-2-methyl-1,2,3,4-tetrahydroisoquinolin-4-yl)phenylsulfonamido)ethoxy)ethoxy)ethoxy)ethyl)acetamide)